C1(CC1)C=1C=C(C=CC1C(=O)OC)C1CN(C1)C(=O)OC(C)(C)C tert-butyl 3-(3-cyclopropyl-4-(methoxycarbonyl)phenyl)azetidine-1-carboxylate